Ethyl 5-(4-fluorophenyl)-3-methylisoxazole-4-carboxylate FC1=CC=C(C=C1)C1=C(C(=NO1)C)C(=O)OCC